6-(4-(5-((6-Bromo-3-oxoisobenzofuran-1(3H)-ylidene)methyl)-2-fluorobenzoyl)piperazin-1-yl)nicotinonitrile BrC1=CC=C2C(OC(C2=C1)=CC=1C=CC(=C(C(=O)N2CCN(CC2)C2=NC=C(C#N)C=C2)C1)F)=O